O1C(OCC1)=O 1,3-dioxolanone